COC=1C=C(\C=C\2/COC3=CC(=CC=C3C2=O)OC)C=CC1OC (3E)-3-(3,4-dimethoxybenzylidene)-7-methoxy-2,3-dihydro-4H-chromen-4-one